3-(N-cyclohexylamino)propyl-dimethoxysilane C1(CCCCC1)NCCC[SiH](OC)OC